tert-Butyl 5-(4-(6-aminoimidazo[1,2-a]pyridin-2-yl)phenyl)pyridin-2-yl(methyl)carbamate NC=1C=CC=2N(C1)C=C(N2)C2=CC=C(C=C2)C=2C=CC(=NC2)N(C(OC(C)(C)C)=O)C